C(#N)C=1C=CC(=NC1)N1CCN(CC1)CC1=NOC(=C1)NC(=O)NCC 1-(3-((4-(5-cyanopyridin-2-yl)piperazin-1-yl)methyl)isoxazol-5-yl)-3-ethylurea